tert-butyl (5-chloro-3-isopropylpyrazolo[1,5-a]pyrimidin-7-yl)(imidazo[1,2-a]pyridin-2-ylmethyl-d2)carbamate ClC1=NC=2N(C(=C1)N(C(OC(C)(C)C)=O)C([2H])([2H])C=1N=C3N(C=CC=C3)C1)N=CC2C(C)C